Br.NC12CCC(CC1)(CC2)C2=CC=C(C=C2)NC(=O)N2CC1=CC=C(C=C1C2)F N-(4-(4-aminobicyclo[2.2.2]octan-1-yl)phenyl)-5-fluoroisoindoline-2-carboxamide hydrobromide